Tert-Butyl 4-[(2-bromo-4-fluorophenyl)methyl]piperazine-1-carboxylate BrC1=C(C=CC(=C1)F)CN1CCN(CC1)C(=O)OC(C)(C)C